CC1=C(C(=CC=C1)C)C1=CC(=NC2=CC(=CC=C12)O[C@@H](C(=O)N1C[C@H](CCC1)CC(=O)O)C)C 2-[(3R)-1-[(2R)-2-[[4-(2,6-dimethylphenyl)-2-methyl-7-quinolyl]oxy]propanoyl]-3-piperidyl]acetic acid